NC1=CC(=C(C(=C1)F)N1N=C(C=C1)NC(C1=C(C=CC=C1)C(F)(F)F)=O)F N-[1-(4-amino-2,6-difluorophenyl)-1H-pyrazol-3-yl]-2-(trifluoromethyl)benzamide